(S)-4-(4-(((1-(dimethylamino)cyclobutyl)methyl)amino)-8-fluoro-2-((1-methylpyrrolidin-2-yl)methoxy)pyrido[4,3-d]pyrimidin-7-yl)naphthalen-2-ol bis(2,2,2-trifluoroacetate) FC(C(=O)O)(F)F.FC(C(=O)O)(F)F.CN(C1(CCC1)CNC=1C2=C(N=C(N1)OC[C@H]1N(CCC1)C)C(=C(N=C2)C2=CC(=CC1=CC=CC=C21)O)F)C